CC1=C(C=C(N=N1)C=1C(NC(NC1)=O)=O)C1=CNC=C1 5-(6-methyl-5-(1H-pyrrol-3-yl)pyridazin-3-yl)pyrimidine-2,4(1H,3H)-dione